ClC1=CC=C(C=C1)C=1C=C(C=2N(C1)C=C(N2)C2=CC=CC=C2)C2=CC=C(C=C2)C(C)=O 1-(4-(6-(4-chlorophenyl)-2-phenylimidazo[1,2-a]pyridin-8-yl)phenyl)ethane-1-one